COCCCNC 3-methoxy-N-methylpropan-1-amine